BrC1=CC=C(C=N1)C1=NC2=CC(=CC=C2C(=C1)C(=O)N1CCOCC1)Cl (2-(6-bromopyridin-3-yl)-7-chloroquinolin-4-yl)(morpholinyl)methanone